BrC1=CC2=C(CN(C=N2)S(=O)(=O)C)N2C1=NCC2 6-bromo-2-(methyl-sulfonyl)-8,9-dihydroimidazo[1',2':1,6]pyrido[2,3]pyrimidine